FC=1C(=C(C=CC1O)C(C)=O)O 1-(3-fluoro-2,4-dihydroxyphenyl)ethan-1-one